N-(2-{3-[2-(morpholin-4-yl)ethoxy]phenyl}ethyl)-1,1-diphenylmethanimine N1(CCOCC1)CCOC=1C=C(C=CC1)CCN=C(C1=CC=CC=C1)C1=CC=CC=C1